racemic-1-(thiophen-2-yl)prop-2-en-1-ol S1C(=CC=C1)[C@@H](C=C)O |r|